methyl 4-[[2-[3-[1,3-benzodioxol-5-yl (methyl) carbamoyl]phenyl]-4-chloro-5-(trifluoromethyl)pyrazol-3-yl]oxymethyl]benzoate O1COC2=C1C=CC(=C2)N(C(=O)C=2C=C(C=CC2)N2N=C(C(=C2OCC2=CC=C(C(=O)OC)C=C2)Cl)C(F)(F)F)C